(3-((6-nitropyridin-3-yl)oxy)azetidin-1-yl)ethan-1-one [N+](=O)([O-])C1=CC=C(C=N1)OC1CN(C1)C(C)=O